The molecule is an organophosphate oxoanion obtained by deprotonation of the phosphate and diphosphate functions of 4-O-[(2R)-1-glycerylphosphonato]-N-acetyl-beta-D-mannosaminyl-(1->4)-N-acetyl-alpha-D-glucosaminyl undecaprenyl diphosphate; major species at pH 7.3. It is a conjugate base of a 4-O-[(2R)-1-glycerylphosphono]-N-acetyl-beta-D-mannosaminyl-(1->4)-N-acetyl-alpha-D-glucosaminyl undecaprenyl diphosphate. CC(=CCC/C(=C/CC/C(=C/CC/C(=C\\CC/C(=C\\CC/C(=C\\CC/C(=C\\CC/C(=C\\CC/C(=C\\CC/C(=C\\CC/C(=C\\COP(=O)([O-])OP(=O)([O-])O[C@@H]1[C@@H]([C@H]([C@@H]([C@H](O1)CO)O[C@H]2[C@@H]([C@H]([C@@H]([C@H](O2)CO)OP(=O)([O-])OC[C@@H](CO)O)O)NC(=O)C)O)NC(=O)C)/C)/C)/C)/C)/C)/C)/C)/C)/C)/C)C